(1r,3r)-3-aminocyclobutane-1-carboxamide HCl Cl.NC1CC(C1)C(=O)N